tert-Butyl 6-[(1R,5S,6r)-6-(diethylcarbamoyl)-3-azabicyclo[3.1.0]hexan-3-yl]-2-azaspiro[3.3]heptane-2-carboxylate C(C)N(C(=O)C1[C@H]2CN(C[C@@H]12)C1CC2(CN(C2)C(=O)OC(C)(C)C)C1)CC